N4-(3-methoxybenzyl)-N2,N2,N6,N6-tetrakis(2-methoxyethyl)-8-(4-methoxypiperidin-1-yl)pyrimido[5,4-d]pyrimidine-2,4,6-triamine COC=1C=C(CNC=2C3=C(N=C(N2)N(CCOC)CCOC)C(=NC(=N3)N(CCOC)CCOC)N3CCC(CC3)OC)C=CC1